[(3R)-1-(3-{[(1H-indol-6-yl)methyl]amino}pyrido[2,3-b]pyrazin-6-yl)pyrrolidin-3-yl]methanol N1C=CC2=CC=C(C=C12)CNC1=CN=C2C(=N1)N=C(C=C2)N2C[C@@H](CC2)CO